methyl 2-(3-(6-(3-(2-hydroxyphenyl) cinnolin-7-yl)-2,6-diazaspiro[3.3]heptan-2-yl) phenyl)-3-methylbutanoate OC1=C(C=CC=C1)C=1N=NC2=CC(=CC=C2C1)N1CC2(CN(C2)C=2C=C(C=CC2)C(C(=O)OC)C(C)C)C1